Cl.[C@@H]12CNC[C@H]2C1/C=C/C1=CC(=C(C(=C1)F)C=1C(=NC=2N(C1NCC(F)(F)F)N=CN2)Cl)F 6-(4-((E)-2-((1R,5S,6s)-3-azabicyclo[3.1.0]hex-6-yl)vinyl)-2,6-difluorophenyl)-5-chloro-N-(2,2,2-trifluoroethyl)-[1,2,4]triazolo[1,5-a]pyrimidin-7-amine hydrochloride